6-chloro-3-(trifluoromethoxy)pyridine-2-carboxylic acid ClC1=CC=C(C(=N1)C(=O)O)OC(F)(F)F